6-((8-(5-Chlorobenzofuran-2-yl)-2,3-dihydro-4H-pyrido[4,3-b][1,4]thiazin-4-yl)sulfonyl)-2H-benzo[b][1,4]oxazin-3(4H)-one ClC=1C=CC2=C(C=C(O2)C2=CN=CC3=C2SCCN3S(=O)(=O)C3=CC2=C(OCC(N2)=O)C=C3)C1